N2-(3-((1-ethylpyrrolidin-3-yl)methoxy)-4-methoxyphenyl)-N4-methylpyrimidine-2,4-diamine C(C)N1CC(CC1)COC=1C=C(C=CC1OC)NC1=NC=CC(=N1)NC